C(CC)NC1=CC(=C2C=CC=NC2=C1)C1(CC1)C1=C(C(=O)N)C=CC=C1 (1-(7-(propylamino)quinolin-5-yl)cyclopropyl)benzamide